N[C@H](CCCN1C(C2=C(C=C(C=C2C=C1)C1=CC=C(C=N1)C1(CC1)C#N)F)=O)C 1-[6-[2-[(4S)-4-aminopentyl]-8-fluoro-1-oxo-6-isoquinolyl]-3-pyridyl]cyclopropanecarbonitrile